N1(CCC1)C1=CC2=C(C=C(O2)C(=O)NS(=O)(=O)C2=C(C(=C(C=C2)Cl)Cl)OC)C(=C1)F 6-(Azetidin-1-yl)-N-(3,4-dichloro-2-methoxybenzene-1-sulfonyl)-4-fluoro-1-benzofuran-2-carboxamide